5-[(3,3,6-trimethyl-2,3-dihydro-1H-inden-5-yl)oxy]furan-2-carboxamide CC1(CCC2=CC(=C(C=C12)OC1=CC=C(O1)C(=O)N)C)C